C1=CC=C2N(C=C3C2=C1C1=CCCNC1C3)C(=O)[O-] 6a,7,8,9-tetrahydroindolo[4,3-fg]quinoline-4(6H)-carboxylate